BrCC=1C=NN(C1)C 4-(bromomethyl)-1-methylpyrazole